N,2-dimethoxy-N-[[4-[5-(trifluoromethyl)-1,2,4-oxadiazol-3-yl]phenyl]methyl]carboxamide CON(C=O)CC1=C(C=C(C=C1)C1=NOC(=N1)C(F)(F)F)OC